CC1=CC=C(C=C1)S(=O)(=O)C=1NC2=CC=CC=C2C1C(C(F)(F)F)=O p-toluenesulfonyl-3-trifluoroacetylindole